(2-(4-fluoro-1H-pyrazol-3-yl)propan-2-yl)propanamide FC=1C(=NNC1)C(C)(C)C(C(=O)N)C